C(#N)CCOCCCCC (β-cyanoethoxy)pentane